(S)-(4-(difluoromethyl)-2-(2-hydroxypropan-2-yl)oxazol-5-yl)(4-(4-methoxybenzo[d]oxazol-2-yl)-6,7-dihydro-1H-imidazo[4,5-c]pyridin-5(4H)-yl)methanone FC(C=1N=C(OC1C(=O)N1[C@@H](C2=C(CC1)NC=N2)C=2OC1=C(N2)C(=CC=C1)OC)C(C)(C)O)F